3-(5-((5-(4'-chloro-5,5-dimethyl-3,4,5,6-tetrahydro-[1,1'-biphenyl]-2-carbonyl)-2,5-diazabicyclo[2.2.2]octan-2-yl)methyl)-1-oxoisoindolin-2-yl)piperidine-2,6-dione ClC1=CC=C(C=C1)C1=C(CCC(C1)(C)C)C(=O)N1C2CN(C(C1)CC2)CC=2C=C1CN(C(C1=CC2)=O)C2C(NC(CC2)=O)=O